5-{[3-(4-{[1-(2-hydroxyethyl)piperidin-4-yl]amino}-1-(2,2,2-trifluoroethyl)-1H-indol-2-yl)prop-2-yn-1-yl]amino}pyridine-2-carboxamide OCCN1CCC(CC1)NC1=C2C=C(N(C2=CC=C1)CC(F)(F)F)C#CCNC=1C=CC(=NC1)C(=O)N